C1(=CC=CC=C1)S(=O)(=O)OC1=C(C=CC=2CC3N(CC12)CCC=1C=C(C(=CC13)OC)OC)OC 2,3,10-trimethoxy-5,6,7,8,13,13a-hexahydroisoquinolino[2,1-b]isoquinolin-9-yl benzenesulfonate